ethyl 2-bromo-5-((tert-butoxycarbonyl)amino)thiazole-4-carboxylate BrC=1SC(=C(N1)C(=O)OCC)NC(=O)OC(C)(C)C